O=C1N(CC2=CC(=CC=C12)O[C@H]1[C@H](CCCC1)N1CC(C1)C=1C=NC=CC1)C1C(NC(CC1)=O)=O 3-(1-oxo-5-(((1R,2S)-2-(3-(pyridin-3-yl)azetidin-1-yl)-cyclohexyl)oxy)isoindolin-2-yl)piperidine-2,6-dione